C1(CC1)N1CCP(CC1)(=O)C1=CC(=C(C=C1)NC=1N=C(C2=C(N1)NC=C2C#N)N[C@H]2COCC2)OC (R)-2-((4-(1-cyclopropyl-4-oxido-1,4-azaphosphinan-4-yl)-2-methoxyphenyl)amino)-4-((tetrahydrofuran-3-yl)amino)-7H-pyrrolo[2,3-d]pyrimidine-5-carbonitrile